(2R)-5-guanidino-N-(4-hydroxybenzyl)-2-(2-phenyl-2-(3-azaspiro[5.5]undecan-3-yl)acetamido)pentanamide N(C(=N)N)CCC[C@H](C(=O)NCC1=CC=C(C=C1)O)NC(C(N1CCC2(CC1)CCCCC2)C2=CC=CC=C2)=O